C(C)OC(=O)C=1SC2=C(C1)CC(CC2)C2=CC=CC=C2 5-phenyl-4,5,6,7-tetrahydrobenzothiophene-2-carboxylic acid ethyl ester